C[C@H](CN1CC2(CS(C2)(=O)=O)CC1)CC1=CC=C(C=C1)OC(F)(F)F (S)-6-(2-Methyl-3-(4-(trifluoromethoxy)phenyl)propyl)-2-thia-6-azaspiro[3.4]octane 2,2-dioxide